FC1([C@@H](O[C@@H]([C@H]1O)CO)N1C(N=C(C=C1)NC(=O)C1=NC(=NC=C1)C)=O)F N-(1-((2R,4R,5R)-3,3-difluoro-4-hydroxy-5-(hydroxymethyl)tetrahydrofuran-2-yl)-2-oxo-1,2-dihydropyrimidin-4-yl)-2-methylpyrimidin-4-carboxamide